di-[4-(N,N-ditolylamino)-phenyl]cyclohexan C1(=C(C=CC=C1)N(C1=C(C=CC=C1)C)C1=CC=C(C=C1)C1(CCCCC1)C1=CC=C(C=C1)N(C1=C(C=CC=C1)C)C1=C(C=CC=C1)C)C